1-isopropyl-3-methyl-5-(2-propoxy-3-pyridinyl)-N-(1H-pyrazol-3-ylmethyl)pyrazolo[4,3-b]pyridin-7-amine C(C)(C)N1N=C(C2=NC(=CC(=C21)NCC2=NNC=C2)C=2C(=NC=CC2)OCCC)C